S(N)(OC[C@@H]1[C@H](C[C@@H](C1)NC1=NC=NC=C1C(=O)C=1SC=C(C1)COC1=C(C=CC=C1)Br)O)(=O)=O [(1R,2S,4R)-4-{[5-({4-[(2-bromophenoxy)methyl]-2-thienyl}carbonyl)pyrimidin-4-yl]amino}-2-hydroxycyclopentyl]methyl sulfamate